(2-methoxy-5-nitro-phenoxy)chloroethane COC1=C(OC(C)Cl)C=C(C=C1)[N+](=O)[O-]